4-Hydroxy-3,3-dimethyl-2H-benzo[g]indole-2,5(3H)-dione OC1=C2C(C(N=C2C2=C(C1=O)C=CC=C2)=O)(C)C